5-methyl-2'-(1'H,3H-spiro[2-benzofuran-1,4'-piperidin]-1'-yl)-1,3-dihydro-4'H-spiro[indene-2,5'-[1,3]oxazol]-4'-one CC=1C=C2CC3(C(N=C(O3)N3CCC4(CC3)OCC3=C4C=CC=C3)=O)CC2=CC1